1-(3-hydroxypropyl)2-pyrrolidone OCCCN1C(CCC1)=O